(2S,3R)-N,N-BIS(4-METHOXYBENZYL)-3-METHYL-1-(THIOPHEN-2-YL)HEX-5-ENE-2-SULFONAMIDE COC1=CC=C(CN(S(=O)(=O)[C@@H](CC=2SC=CC2)[C@@H](CC=C)C)CC2=CC=C(C=C2)OC)C=C1